CCCCCCCCC(CCCCCCCC)OC(CCCCN(CCCCCCCCCC(=O)OCC)CCO)=O Ethyl 10-((5-(heptadecan-9-yloxy)-5-oxopentyl)(2-hydroxyethyl)amino)decanoate